ClC1=NC(=C2C(=N1)NN=C2)NCC2=CC=C(C=C2)OC 6-chloro-N-(4-methoxybenzyl)-1H-pyrazolo[3,4-d]pyrimidin-4-amine